C1(=CC=CC=C1)N1C(C(=CC1C1=CC=CC=C1)C1=CC=CC=C1)(C(=O)OCC1=CC=CC=C1)C1=CC=CC=C1 Benzyl 1,2,3,5-tetraphenyl-2,5-dihydro-1H-pyrrole-2-carboxylate